C1(CC1)C(C(C(=O)NC1=NC(=C(C=C1)C=1C(=NNC1C)C)C)NC(=O)C=1N(N=CC1)CC)C1CC1 N-[1-(dicyclopropylmethyl)-2-[[5-(3,5-dimethyl-1H-pyrazol-4-yl)-6-methyl-2-pyridyl]amino]-2-oxo-ethyl]-2-ethyl-pyrazole-3-carboxamide